[Na].N ammonia, sodium salt